N-(3-(2-(2,5-dimethylpyrrolidin-1-yl)-5-(2-((2,2-dioxido-2-thiaspiro[3.3]heptan-6-yl)amino)pyrimidin-4-yl)thiazol-4-yl)-2-fluorophenyl)-2,6-difluorobenzenesulfonamide CC1N(C(CC1)C)C=1SC(=C(N1)C=1C(=C(C=CC1)NS(=O)(=O)C1=C(C=CC=C1F)F)F)C1=NC(=NC=C1)NC1CC2(CS(C2)(=O)=O)C1